C1(=CC=C(C=C1)CNC(=O)[C@H]1CNCCO1)CNC(=O)[C@H]1CNCCO1 (2R,2'R)-N,N'-(1,4-phenylenedi(methylene))bis(morpholine-2-carboxamide)